tert-butyl 8-methyl-7-[2-({4-[2-(morpholin-4-yl)acetamido]-3-(trifluoromethyl) phenyl} amino)-5H,6H,7H,8H-pyrido[3,4-d]pyrimidin-7-yl]-1H,2H,3H-pyrido[2,3-b][1,4]oxazine-1-carboxylate CC1=C(C=NC=2OCCN(C21)C(=O)OC(C)(C)C)N2CC=1N=C(N=CC1CC2)NC2=CC(=C(C=C2)NC(CN2CCOCC2)=O)C(F)(F)F